[(1R,2R,3S,4R)-4-{[5-({4-[(R)-amino(3-chlorophenyl)methyl]-5-chloro-2-thienyl}carbonyl)pyrimidin-4-yl]amino}-2,3-dihydroxycyclopentyl]methyl sulfamate S(N)(OC[C@@H]1[C@H]([C@H]([C@@H](C1)NC1=NC=NC=C1C(=O)C=1SC(=C(C1)[C@@H](C1=CC(=CC=C1)Cl)N)Cl)O)O)(=O)=O